methyl 4-[[3-methoxy-5-[4-(trifluoromethoxy)phenoxy]-2-(trifluoromethyl)pyridine-4-carbonyl]amino]-5-methylpyridine-2-carboxylate COC=1C(=NC=C(C1C(=O)NC1=CC(=NC=C1C)C(=O)OC)OC1=CC=C(C=C1)OC(F)(F)F)C(F)(F)F